C(C1=CC=CC=C1)OCCN1N=C(C=C1C(NC(CC)CC)=O)C=1C=C(C=CC1)C=1OC(=CN1)C(=O)OCC Ethyl 2-(3-(1-(2-(benzyloxy)ethyl)-5-(pentan-3-ylcarbamoyl)1H-pyrazol-3-yl)phenyl)oxazole-5-carboxylate